ClC=1C=C2[C@H](CN(CC2=C(C1)Cl)C)C=1C=C(C=CC1)S(=O)(=O)NCCOCCC(C(=O)N)(C(C(=O)N)O)O 2-(2-(2-(3-((R)-6,8-dichloro-2-methyl-1,2,3,4-tetrahydroisoquinolin-4-yl)phenylsulfonylamino)ethoxy)ethyl)-2,3-dihydroxysuccinamide